ClC1=C(C=C(C=C1)N1N=C(N=C1CNC(=O)NCC1=NC(=NN1C1=CC=C2C=CC=NC2=C1)C)C)F 1-{[1-(4-chloro-3-fluorophenyl)-3-methyl-1H-1,2,4-triazol-5-yl]methyl}-3-{[3-methyl-1-(quinolin-7-yl)-1H-1,2,4-triazol-5-yl]methyl}urea